(4'-methylphenyl)-iodonium CC1=CC=C(C=C1)[IH+]